COC=1C=C2CCN(CC2=CC1NC1=NC2=CC(=CC=C2C=N1)N)C N~2~-(6-methoxy-2-methyl-1,2,3,4-tetrahydroisoquinolin-7-yl)quinazoline-2,7-diamine